O=C1N(C(C=C1)=O)CC(=O)NC(C(=O)O)CC 2-[2-(2,5-dioxopyrrol-1-yl)acetamido]butanoic acid